FC=1C=CC(=NC1)C1=NN(C=C1C1=C2C(=NC(=C1)C)NC=C2)C 4-[3-(5-fluoro-2-pyridinyl)-1-methyl-pyrazol-4-yl]-6-methyl-1H-pyrrolo[2,3-b]Pyridine